N1N=CC=C1C1=CN=CC(=N1)N1CC2(CN(C2)C2=NC(=NC(=C2)C(F)(F)F)C)CC1 6-(6-(1H-pyrazol-5-yl)pyrazin-2-yl)-2-(2-methyl-6-(trifluoromethyl)pyrimidin-4-yl)-2,6-diazaspiro[3.4]octane